(±)-4-(3-(2-((2R)-2-hydroxy-7-azabicyclo[2.2.1]heptan-7-yl)acetyl)-2,5-dimethyl-4-(trifluoromethyl)-1H-pyrrol-1-yl)benzonitrile O[C@H]1C2CCC(C1)N2CC(=O)C2=C(N(C(=C2C(F)(F)F)C)C2=CC=C(C#N)C=C2)C